2-(4-((3S,4R)-7-hydroxy-3-phenylchroman-4-yl)phenyl)-2-azaspiro[3.5]nonane-7-carbaldehyde OC1=CC=C2[C@H]([C@H](COC2=C1)C1=CC=CC=C1)C1=CC=C(C=C1)N1CC2(C1)CCC(CC2)C=O